C(C)(C)(C)OC(=O)NC1(CC1)CN(C(OC)=O)C1(CC1)C1=CC(=C(C=C1)F)C(F)(F)F methyl ((1-((tert-butoxycarbonyl)amino)cyclopropyl)methyl)(1-(4-fluoro-3-(trifluoro methyl)phenyl)cyclopropyl)carbamate